[O-2].[Fe+2].[Mn+2].[Ni+2].[K+] potassium nickel manganese iron oxide